(1R,3S)-3-(3-{[(3,5-dimethyl-1,2-oxazol-4-yl)acetyl]amino}-1H-pyrazol-5-yl)cyclopentyl (2S)-butan-2-ylcarbamate C[C@@H](CC)NC(O[C@H]1C[C@H](CC1)C1=CC(=NN1)NC(CC=1C(=NOC1C)C)=O)=O